CC1=CC(C(=NN1C1=CC=CC=C1)C(=O)NC1C(N(C=2N(CC1)N=CC2)C)=O)=O 6-methyl-N-(4-methyl-5-oxo-5,6,7,8-tetrahydro-4H-pyrazolo[1,5-a][1,3]diazepin-6-yl)-4-oxo-1-phenyl-1,4-dihydropyridazine-3-carboxamide